C1(CC1)[C@H]1C2=C(N(C([C@H]1NC(C1=CC(=CC=C1)CC)=O)=O)CC)N(N=C2CO)C2CCOCC2 N-((4S,5S)-4-cyclopropyl-7-ethyl-3-(hydroxymethyl)-6-oxo-1-(tetrahydro-2H-pyran-4-yl)-4,5,6,7-tetrahydro-1H-pyrazolo[3,4-b]pyridin-5-yl)-3-ethylbenzamide